ClC1=C(C(=CC=C1)F)CS(=O)(=O)NC1=C(C(=C(C=C1F)OC1=NC=CC=C1C1=NC(=NC=C1)N[C@@H]1CNC[C@H](C1)F)F)F 1-(2-chloro-6-fluorophenyl)-N-(2,3,6-trifluoro-4-((3-(2-(((3S,5S)-5-fluoropiperidin-3-yl)amino)pyrimidin-4-yl)pyridin-2-yl)oxy)phenyl)methanesulfonamide